N,6-dimethyl-3-(trifluoromethyl)-5,7-dihydro-4H-benzothiophen-6-amine hydrochloride Cl.CNC1(CC2=C(C(=CS2)C(F)(F)F)CC1)C